16-(2-((1,2-Dimethylhydrazino)methyl)-1H-indol-1-yl)-7,10-bis(2-hydroxyethyl)-2,3-dimethyl-4,8,11,14-tetraoxo-3,7,10,13-tetraazahexadecane-1-oic acid CN(NC)CC=1N(C2=CC=CC=C2C1)CCC(NCC(N(CC(N(CCC(N(C(C(=O)O)C)C)=O)CCO)=O)CCO)=O)=O